NC=1SC(=C(N1)C1=CSC=C1)C#N 2-amino-4-(thien-3-yl)thiazole-5-carbonitrile